2-(7-chloro-2-fluoro-dibenzo[b,d]furan-3-yl)benzaldehyde ClC1=CC2=C(C3=C(O2)C=C(C(=C3)F)C3=C(C=O)C=CC=C3)C=C1